2,2'-azobis(cyclohexane-1-carbonitrile) N(=NC1C(CCCC1)C#N)C1C(CCCC1)C#N